(2E)-2-[[5-(2-Bromophenyl)-2-furanyl]methylene]-2,3-dihydro-1H-inden-1-one BrC1=C(C=CC=C1)C1=CC=C(O1)\C=C/1\C(C2=CC=CC=C2C1)=O